acetic acid 1-((5-bromopyridin-2-yl) methyl)-3-methylazetidin-3-yl ester BrC=1C=CC(=NC1)CN1CC(C1)(C)OC(C)=O